[IH2+].COC1=CC=C(C=CC2=CCN(C=C2)C)C=C1 4-[4-methoxystyryl]-1-methylpyridine iodonium salt